(3s,4s)-N-(4-chloro-2-fluoro-phenyl)-3-methyl-piperidin-4-amine ClC1=CC(=C(C=C1)N[C@@H]1[C@H](CNCC1)C)F